1-{1-[3-(4-Chloro-phenyl)-adamantan-1-yl]-ethyl}-3-(4-chloro-3-trifluoromethyl-phenyl)-urea ClC1=CC=C(C=C1)C12CC3(CC(CC(C1)C3)C2)C(C)NC(=O)NC2=CC(=C(C=C2)Cl)C(F)(F)F